Methyl (S)-2-(2,5-dioxo-2,3,4,5-tetrahydro-1H-benzo[e][1,4]diazepin-3-yl)acetate O=C1[C@@H](NC(C2=C(N1)C=CC=C2)=O)CC(=O)OC